palladium (I) tetrakis(2,3,4,5,6-pentafluorophenyl)borate FC1=C(C(=C(C(=C1F)F)F)F)[B-](C1=C(C(=C(C(=C1F)F)F)F)F)(C1=C(C(=C(C(=C1F)F)F)F)F)C1=C(C(=C(C(=C1F)F)F)F)F.[Pd+]